C1(CC1)C(=O)C1=CC(=NC=C1)OCC1CCN(CC1)C(=O)OC(C)(C)C tert-butyl 4-(((4-(cyclopropanecarbonyl)pyridin-2-yl)oxy) methyl)piperidine-1-carboxylate